C(CCC(=O)C)(=O)NCCCC[C@H](N)C(=O)O N6-levulinyl-lysine